1-bromo-6-(trifluoromethyl)imidazo[1,5-a]pyridine BrC=1N=CN2C1C=CC(=C2)C(F)(F)F